(2-ethylhexanoic acid) tin [Sn].C(C)C(C(=O)O)CCCC